COC(OC(C(C1=CC=CC=C1)(C1=CC=C(C=C1)OC)C1=CC=C(C=C1)OC)(C(C1=CC=CC=C1)(C1=CC=CC=C1)C1=CC=CC=C1)OC(C(C1=CC=CC=C1)(C1=CC=CC=C1)C1=CC=CC=C1)(C(C1=CC=C(C=C1)OC)(C1=CC=C(C=C1)OC)C1=CC=CC=C1)OC(OC)OC)OC dimethoxytrityl-[bis-(4-methoxyphenyl) phenylmethyl]Methoxymethyl ether